2-isobutylthiazolidine C(C(C)C)C1SCCN1